ClC1=CC(=NC=C1F)C=1[C@H]2C3=C(C(N([C@@H](C1[N+](=O)[O-])C2)C)=O)C=CC=C3OC(F)F (3R,6S)-5-(4-chloro-5-fluoropyridin-2-yl)-7-(difluoromethoxy)-2-methyl-4-nitro-3,6-dihydro-3,6-methanobenzo[c]azocin-1(2H)-one